ClC1=CC(=C(C=C1)C1=NC(=CC=2N=C(N(C(C21)=O)C)C)N2C[C@@H](OCC2)C2=CC(=NC(=C2)C)C)F 5-(4-chloro-2-fluoro-phenyl)-7-((2S)-2-(2,6-dimethyl-4-pyridinyl)-4-morpholinyl)-2,3-dimethylpyrido[4,3-d]-pyrimidin-4(3H)-one